O[C@@H](C=C)[C@H](CCCC)C (E)-(3S,4S)-3-hydroxy-4-methyl-1-octen